CC1(NC(CCC1)(C)C)C 2,2,6,6-tetra-methylpiperidin